C(CC=C)OC=1C=NC=CC1CN (3-(but-3-en-1-yloxy)pyridin-4-yl)methylamine